4-(2,3-dichlorophenyl)-1-methyl-pyrrole-3-carbonitrile ClC1=C(C=CC=C1Cl)C=1C(=CN(C1)C)C#N